1-((3R,4S)-4-(3-((4-amino-5-(4-(3-fluorophenoxy)phenyl)-7-methyl-7H-pyrrolo[2,3-d]pyrimidin-6-yl)ethynyl)azetidin-1-yl)-3-hydroxypiperidin-1-yl)prop-2-en-1-one NC=1C2=C(N=CN1)N(C(=C2C2=CC=C(C=C2)OC2=CC(=CC=C2)F)C#CC2CN(C2)[C@@H]2[C@@H](CN(CC2)C(C=C)=O)O)C